tert-Butyl N-tert-butoxycarbonyl-N-[5-[[2-chloro-5-[[(1R,3R)-2,2-dichloro-3-(3,4-dichlorophenyl)cyclopropanecarbonyl]amino]-3-methyl-benzoyl]amino]-2,4-difluoro-phenyl]carbamate C(C)(C)(C)OC(=O)N(C(OC(C)(C)C)=O)C1=C(C=C(C(=C1)NC(C1=C(C(=CC(=C1)NC(=O)[C@@H]1C([C@H]1C1=CC(=C(C=C1)Cl)Cl)(Cl)Cl)C)Cl)=O)F)F